(R)-4-(3-Oxo-3-(3-(4-(1-(trifluoromethyl)cyclopropyl)phenyl)azetidin-1-yl)propyl)oxazolidin-2-one O=C(CC[C@H]1NC(OC1)=O)N1CC(C1)C1=CC=C(C=C1)C1(CC1)C(F)(F)F